C(C1=CC=CC=C1)OC=1C=C(C2=CC=CC=C2C1)N1CC=2N=C(N=C(C2CC1)N1C[C@@H](N(CC1)C(=O)OC(C)(C)C)CC#N)OC[C@H]1CN(CC1)C tert-butyl (2S)-4-[7-(3-benzyloxy-1-naphthyl)-2-[[(3R)-1-methylpyrrolidin-3-yl]methoxy]-6,8-dihydro-5H-pyrido[3,4-d]pyrimidin-4-yl]-2-(cyanomethyl)piperazine-1-carboxylate